ClC=1C=C2[C@](NC(NC2=CC1CCl)=O)(C(C)(F)F)C#CC1CC1 (S)-6-chloro-7-(chloromethyl)-4-(cyclopropylethynyl)-4-(1,1-difluoroethyl)-3,4-dihydroquinazolin-2(1H)-one